CC1(CCC1)NC(O[C@H]1C[C@H](CC1)C=1NN=C(C1)NC(=O)OCC1=CC=CC=C1)=O (1R,3S)-3-(5-{[(benzyloxy)carbonyl]amino}-2H-pyrazol-3-yl)cyclopentyl N-(1-methyl cyclobutyl)carbamate